5-((tert-Butoxycarbonyl)amino)imidazo[1,2-a]pyridine-2-carboxylic acid ethyl ester C(C)OC(=O)C=1N=C2N(C(=CC=C2)NC(=O)OC(C)(C)C)C1